ICC1=CC=C(CP(C2=CC=CC=C2)(C2=CC=CC=C2)(C2=CC=CC=C2)I)C=C1 4-iodomethylbenzyl-triphenyl-phosphorus iodide